C(CCC(=O)[O-])(=O)[O-].[K+].FC=1C(=NC=CC1)C=1C(=NC=C(C1)C)C(=O)N1[C@@H]2[C@@H](C[C@H](C1)C2)OC2=NC=C(C=C2)C(F)(F)F.[K+] (3-fluoro-5'-methyl-[2,3'-bipyridine]-2'-yl)((1S,4R,6R)-6-((5-(trifluoromethyl)pyridin-2-yl)oxy)-2-azabicyclo[2.2.1]hept-2-yl)methanone Kalium Succinat